FC=1C(=CC(NC1)=O)C1=CNC2=NC=C(C=C21)N2CCOCC2 5-fluoro-4-(5-morpholino-1H-pyrrolo[2,3-b]pyridin-3-yl)pyridin-2(1H)-one